tert-butyl 4-((2,2-difluoro-6-(4-(methoxycarbonyl)-2-nitrophenyl)-7-azaspiro[3.5]nonan-7-yl)methyl-d2)-5-methoxy-7-methyl-1H-indole-1-carboxylate FC1(CC2(C1)CC(N(CC2)C(C2=C1C=CN(C1=C(C=C2OC)C)C(=O)OC(C)(C)C)([2H])[2H])C2=C(C=C(C=C2)C(=O)OC)[N+](=O)[O-])F